7-oxo-9-(4-methoxyphenyl)-8-(4-dimethylaminobenzyl)-3,6-dioxa-8-aza-nonanyl-N,N-dimethyl-amine O=C(OCCOCCN(C)C)N(CC1=CC=C(C=C1)OC)CC1=CC=C(C=C1)N(C)C